C(OCCCCCCCC)(OCCCCCCCC)=O bisoctyl carbonate